carbonate sodium vanadium [V+5].[Na+].C([O-])([O-])=O.C([O-])([O-])=O.C([O-])([O-])=O